rac-5-((1R,3S)-3-((4-cyclopropylisothiazol-3-yl)oxy)cyclopentyl)pyrimidin-2-amine TFA salt OC(=O)C(F)(F)F.C1(CC1)C=1C(=NSC1)O[C@@H]1C[C@@H](CC1)C=1C=NC(=NC1)N |r|